BrC=1C=C2CCN(CC2=CC1)CC(=O)OCC ethyl 2-(6-bromo-3,4-dihydroisoquinolin-2(1H)-yl)acetate